ClC1=C(SC(=C1)Cl)C1=NN=NN1 5-(3,5-dichlorothiophen-2-yl)-1H-tetrazole